chloro-propyl-trimethoxysilane ClCO[Si](OC)(OC)CCC